(1S,4R,5R)-5-[[3-(2-chloro-6-fluorophenyl)-5-cyclopropyl-1,2-oxazol-4-yl]methoxy]-2-[(4-methoxyphenyl)methyl]-2-azabicyclo[2.2.1]heptan-3-one ClC1=C(C(=CC=C1)F)C1=NOC(=C1CO[C@H]1[C@@H]2C(N([C@H](C1)C2)CC2=CC=C(C=C2)OC)=O)C2CC2